tert-butyl (3-(1-(difluoro(4-methyl-4H-1,2,4-triazol-3-yl)methyl)cyclopropyl)phenyl)carbamate FC(C1(CC1)C=1C=C(C=CC1)NC(OC(C)(C)C)=O)(C1=NN=CN1C)F